6-(6-((Tert-Butyldimethylsilanyl)ethynyl)-4-methylpyridin-3-yl)-5-iodo-4,7-dimethyl-7H-pyrrolo[2,3-d]pyrimidine [Si](C)(C)(C(C)(C)C)C#CC1=CC(=C(C=N1)C1=C(C2=C(N=CN=C2C)N1C)I)C